[N+](=O)([O-])C=1C=C(C=CC1)/N=N/C1=CC=C(N)C=C1 (E)-4-[(3-nitrophenyl)diazenyl]Aniline